1,3-di(heptanoyloxy)propan-2-yl heptanoat C(CCCCCC)(=O)OC(COC(CCCCCC)=O)COC(CCCCCC)=O